O=C1NC(CCC1C1=NC=CC(=C1)CN1CCC(CC1)C=1OC2=C(N1)C=C(C(=C2)NC(C2=CN=C(C=C2)C(F)(F)F)=O)C(C)(C)O)=O N-(2-(1-((2-(2,6-dioxopiperidin-3-yl)pyridin-4-yl)methyl)piperidin-4-yl)-5-(2-hydroxypropane-2-yl)benzo[d]oxazol-6-yl)-6-(trifluoromethyl)nicotinamide